ClC1=CN=C(C(=N1)[C@@H](C)O)C (R)-1-(6-chloro-3-methylpyrazin-2-yl)ethan-1-ol